methyl (1S,2R,3R,4aS,13bR,14aS)-2,11-dimethoxy-3-(2-(4-methoxyphenoxy)acetoxy)-1,2,3,4,4a,5,7,8,13,13b,14,14a-dodecahydroindolo[2',3':3,4]pyrido[1,2-b]isoquinoline-1-carboxylate CO[C@@H]1[C@H]([C@H]2C[C@H]3N(C[C@H]2C[C@H]1OC(COC1=CC=C(C=C1)OC)=O)CCC1=C3NC3=CC(=CC=C31)OC)C(=O)OC